O=C1N(C(C2=CC=CC=C12)=O)[C@@H]1C(N(C2=C(OC1)C=CC(=C2)C=O)C)=O (S)-3-(1,3-dioxoisoindolin-2-yl)-5-methyl-4-oxo-2,3,4,5-tetrahydrobenzo[b][1,4]Oxazepine-7-Formaldehyde